(2R,5R)-2-(1-(4-bromophenyl)-3-(5-fluoropyridin-2-yl)-1H-pyrazole-4-yl)-5-methyl-3-(2-(2-oxoindolin-5-yl)ethyl)oxazolidin-4-one BrC1=CC=C(C=C1)N1N=C(C(=C1)[C@H]1O[C@@H](C(N1CCC=1C=C2CC(NC2=CC1)=O)=O)C)C1=NC=C(C=C1)F